CC=1C(NC=C(C1)[N+](=O)[O-])(C=CC(=O)OCCOC1=C(C(=O)C2=CC=C(C=C2)OC)C=CC=C1)N1N=NC=C1 3-methyl-5-nitro-2-(1H-1,2,3-triazol-1-yl)pyridineacryloyloxyethoxy-4'-methoxybenzophenone